C1(=C2C(=CC=C1)O2)OP(=O)(O)O.O[C@H]2[C@]1(O[C@@H]([C@H]([C@@H]2O)O)C)OCC2=CC(=C(C=C21)C2=CC=C(C=C2)C)C#N (1S,3'R,4'S,5'S,6'R)-3',4',5'-trihydroxy-6'-methyl-6-(4-methylphenyl)-3',4',5',6'-tetrahydro-3H-spiro[isobenzofuran-1,2'-pyran]-5-nitrile epoxyphenyl-phosphate